2-chlorobenzo[d]thiazol-5-amine ClC=1SC2=C(N1)C=C(C=C2)N